5-(benzyloxy)-1-(1-chloro-2-fluoroindeno[1,2-a]inden-4b(9H)-yl)-3-methyl-2,3-dihydro-1H-pyrido[2,1-f][1,2,4]triazine-4,6-dione C(C1=CC=CC=C1)OC=1C(C=CN2N(CN(C(C21)=O)C)C21C(=CC3=C(C(=CC=C23)F)Cl)CC=2C=CC=CC21)=O